FC1=C(C(=CC=C1)F)C1=CC=C(N=N1)C(=O)O 6-(2,6-difluorophenyl)pyridazine-3-carboxylic acid